3-2-cyclopropyl-1-(spiro[3.3]heptan-2-yl)ethanol C1C(C1)C1C(CC12CCC2)C(C)O